4-[bis(4-hydroxyphenyl)methyl]2-methoxyphenol OC1=CC=C(C=C1)C(C1=CC(=C(C=C1)O)OC)C1=CC=C(C=C1)O